sulfenyl-tetrazole S=C1N=NN=N1